6'-chloro-4,5-dihydro-2H-spiro[furan-3,3'-pyrrolo[2,3-b]pyridin]-2'(1'H)-one ClC1=CC=C2C(=N1)NC(C21COCC1)=O